fluoro-6-methyl-4-phenoxyaniline FNC1=CC=C(C=C1C)OC1=CC=CC=C1